[N+](=O)([O-])C=1C=C2C(=NC1)NN=C2 5-nitro-1H-pyrazolo[3,4-b]Pyridine